Diethyl (3-(6-(2-((E)-3-(pyridin-3-yl)acrylamido)ethyl)-3-azabicyclo[3.1.0]hexan-3-yl)phenyl)phosphonate N1=CC(=CC=C1)/C=C/C(=O)NCCC1C2CN(CC12)C=1C=C(C=CC1)P(OCC)(OCC)=O